(R)-N-(2-(4-benzylpiperidin-1-yl)ethyl)indoline-2-carboxamide C(C1=CC=CC=C1)C1CCN(CC1)CCNC(=O)[C@@H]1NC2=CC=CC=C2C1